ethyl 3-[1-(methylsulfanyl) cyclopropyl]-3-oxopropanoate CSC1(CC1)C(CC(=O)OCC)=O